3a-Benzyl-2,7,7-trimethyl-3-oxo-4H,6H-pyrazolo[4,3-c]pyridine-5-carboxylic acid tert-butyl ester C(C)(C)(C)OC(=O)N1CC2(C(C(C1)(C)C)=NN(C2=O)C)CC2=CC=CC=C2